COC(=O)C=1CC=2C(=NC1)N=CC2 methyl-pyrrolo[2,3-b]pyridine-5-carboxylate